8-(2-chloro-4-(2-(piperazin-1-yl)ethoxy)phenyl)-6-(1-methylcyclopropoxy)-9-(1-(pyridin-2-yl)propan-2-yl)-9H-purine ClC1=C(C=CC(=C1)OCCN1CCNCC1)C=1N(C2=NC=NC(=C2N1)OC1(CC1)C)C(CC1=NC=CC=C1)C